NC(C(=O)NC=1C(=NN(C1)[C@H](COC)C1=CC=NNC1=O)F)=C(C1CC1)C1CC1 |r| (2S)-2-amino-3,3-dicyclopropyl-N-[3-fluoro-1-[(1SR)-2-methoxy-1-(6-oxo-1H-pyridazin-5-yl)ethyl]pyrazol-4-yl]propenamide